C(C)(C)(C)OC(NC=1C(=NC(=C(C1)C)C(F)(F)F)OC1=C(C(=C(C=C1)F)F)C)=O [2-(3,4-difluoro-2-methyl-phenoxy)-5-methyl-6-(trifluoromethyl)-3-pyridinyl]carbamic acid tert-butyl ester